ε-caprolactone fumarate C(\C=C\C(=O)O)(=O)O.C1(CCCCCO1)=O